NC1=NC=2C=C(C(=CC2C2=C1COC2)C(=O)N(CC2=NC=C(C=C2)C(F)(F)F)C)C(F)(F)F 4-amino-N-methyl-7-(trifluoromethyl)-N-((5-(trifluoromethyl)-2-pyridinyl)methyl)-1,3-dihydrofuro[3,4-c]quinoline-8-carboxamide